C(C)OC1=NC=C(C=C1S(=O)(=O)[N-]C1=CC=2C=3N([C@H](COC2N=C1)C)N=CC3)F [(2-ethoxy-5-fluoropyridin-3-yl)sulfonyl][(5S)-5-methyl-5,6-dihydropyrazolo[1,5-d]pyrido[3,2-f][1,4]oxazepin-10-yl]azanide